NC=1C2=C(N=CN1)C(=NC(=C2)N(C)C(C)C)C=2C(=C(C=CC2C)O)C (R)-3-(4-amino-6-(isopropyl(methyl)amino)pyrido[3,4-d]pyrimidin-8-yl)-2,4-dimethylphenol